COC1=CC=C(C=C1)C(=O)O[C@H]([C@H](C(=O)O)OC(=O)C2=CC=C(C=C2)OC)C(=O)O Di-p-anisoyl-L-tartaric acid